5-{2-[4-(2-Aminoethyl)piperidin-1-yl]-2-oxoethoxy}-2-(2,6-dioxopiperidin-3-yl)-2,3-dihydro-1H-isoindole-1,3-dione NCCC1CCN(CC1)C(COC=1C=C2C(N(C(C2=CC1)=O)C1C(NC(CC1)=O)=O)=O)=O